tert-butyl-(piperazin-1-yl) propionate C(CC)(=O)ON1C(CNCC1)C(C)(C)C